(R)-N-((R)-1-(5-amino-2-fluoro-3-(trifluoromethyl)phenyl)ethyl)-2-methylpropane-2-sulfinamide NC=1C=C(C(=C(C1)[C@@H](C)N[S@](=O)C(C)(C)C)F)C(F)(F)F